Natrium sesquicarbonate C(O)(O)=O.[Na+].C([O-])([O-])=O.C(O)(O)=O.[Na+]